BrC1=CC=C(C=C1)C=CC1=CC=C(C=C1)C1=CC=CC=C1 4-bromo-4'-phenylstilbene